1,3-bis(3,3-dimethylbutylamino)-5-isobutyrylamino-benzene CC(CCNC1=CC(=CC(=C1)NC(C(C)C)=O)NCCC(C)(C)C)(C)C